C(C)(C)C1=C(C=CC(=C1)C(C)C)O 2,4-di-isopropylphenol